2-(1-((R)-6-fluoro-6,7-dihydro-5H-pyrrolo[1,2-c]imidazol-1-yl)-4-(trimethylsilyl)but-3-yn-1-yl)-2H-indazole F[C@@H]1CC=2N(C=NC2C(CC#C[Si](C)(C)C)N2N=C3C=CC=CC3=C2)C1